C(CC=CCCCCC)(=O)O 3-nonenoic acid